NC1=C2C(=NC=N1)N(N=C2C2=CC=C(C=C2)OC2=CC=CC=C2)C2CCN(CC2)C(CCCCCCSC2=CC(=C1C(N(C(C1=C2)=O)C2C(NC(CC2)=O)=O)=O)F)=O 6-((7-(4-(4-amino-3-(4-phenoxyphenyl)-1H-pyrazolo[3,4-d]pyrimidin-1-yl)piperidin-1-yl)-7-oxoheptyl)thio)-2-(2,6-dioxopiperidin-3-yl)-4-fluoroisoindoline-1,3-dione